1-(ethoxycarbonyl)-1-(ethoxyacetyl)-2,5-dimethyl-cyclopentane C(C)OC(=O)C1(C(CCC1C)C)C(COCC)=O